(R)-4-(7-fluoro-imidazo[1,2-a]pyridin-3-yl)-7-((6-((methyl(2,2,2-trifluoroeth-yl)amino)meth-yl)-5-(tetrahydrofuran-3-yl)pyridin-2-yl)amino)isoindolin-1-one FC1=CC=2N(C=C1)C(=CN2)C2=C1CNC(C1=C(C=C2)NC2=NC(=C(C=C2)[C@@H]2COCC2)CN(CC(F)(F)F)C)=O